(1R,5S,6s)-tert-butyl 6-(hydroxymethyl)-3-azabicyclo[3.1.0]hexane-3-carboxylate CC(C)(C)OC(=O)N1C[C@@H]2[C@H](C1)C2CO